3-phenylpropionic acid chloromethyl ester ClCOC(CCC1=CC=CC=C1)=O